COC(C1=CC=C(C=C1)S(=O)(=O)N1C=CC2=CC(=CC=C12)OCC1=CC=CC=C1)=O.CC=1N=CN(C1)C=1C=C(N)C=C(C1)C(F)(F)F 3-(4-methyl-1H-imidazol-1-yl)-5-(trifluoromethyl)aniline methyl-4-((5-(benzyloxy)-1H-indol-1-yl)sulfonyl)benzoate